CN(C=1C=C(C=CC1)C1=CC=C(C(=N1)OC)NC(=O)C=1C(=NOC1C)C1=CC=CC=C1)C N-[6-[3-(Dimethylamino)phenyl]-2-methoxy-3-pyridyl]-5-methyl-3-phenyl-isoxazole-4-carboxamide